(3aR,6aS)-1,2,3,3a,4,5,6,6a-octahydrocyclopenta[c]pyrrole hydrochloride Cl.C1NC[C@H]2[C@@H]1CCC2